(11Z)-14-iodo-11-tetradecenyl acetate C(C)(=O)OCCCCCCCCCC\C=C/CCI